C1(CCCCC1)OC(=O)C=1C(N(C2=CC(=CC=C2C1N)Br)C1=CC=C(C=C1)C(C)O)=O.OCC1=CC=C(C=C1)NC(=O)[C@H]1NCCC1 (S)-N-(4-(hydroxymethyl)phenyl)pyrrolidine-2-carboxamide cyclohexyl-4-amino-7-bromo-1-(4-(1-hydroxyethyl)phenyl)-2-oxo-1,2-dihydroquinolin-3-carboxylate